COC(CN(C)C1=CC=C(C=C1)Cl)=O.NCC1CCC(CC1)CN 1,4-bis(aminomethyl)cyclohexane methyl-N-(4-chlorophenyl)-N-methylglycinate